P(=O)([O-])([O-])[O-].[Al+3].[Ti+4].[Si+4] silicon-titanium aluminum phosphate